C1(CC1)OC1=CC=C2C=C(N=C(C2=C1)CCNC(C)=O)C N-(2-(7-cyclopropyloxy-3-methylisoquinolin-1-yl)ethyl)acetamide